tert-butyl N-[2-methyl-5-(4-methylsulfonylphenyl)-[1,2,4]triazolo[1,5-c]pyrimidin-7-yl]carbamate CC1=NN2C(=NC(=CC2=N1)NC(OC(C)(C)C)=O)C1=CC=C(C=C1)S(=O)(=O)C